CCCCCCCCC(CCCCCCCC)OC(CCCCN(CCCCCCCCCC(=O)OC(CC)CC)CCCNC1=C(C(C1=O)=O)NC)=O Pentan-3-yl 10-((5-(heptadecan-9-yloxy)-5-oxopentyl)(3-((2-(methylamino)-3,4-dioxocyclobut-1-en-1-yl)amino)propyl)amino)decanoate